FC=1C=C(C=CC1F)C1=NC=2C(=C3C(=NC2)NC=C3)N1[C@@H]1CC[C@H](CC1)C#N trans-4-(2-(3,4-Difluorophenyl)imidazo[4,5-d]pyrrolo[2,3-b]pyridin-1(6H)-yl)cyclohexanecarbonitrile